(3R,4S,6R)-2-(((2R,3S,4S,5R,6R,8R,9S)-1-(tert-butoxy)-3,9,10-trihydroxy-6-methoxy-2,4,6,8-tetramethyl-1-oxoundec-5-yl) oxy)-4-(dimethylamino)-6-methyltetrahydro-2H-pyran-3-yl benzoate C(C1=CC=CC=C1)(=O)O[C@H]1C(O[C@@H](C[C@@H]1N(C)C)C)O[C@H]([C@H]([C@@H]([C@H](C(=O)OC(C)(C)C)C)O)C)[C@](C[C@H]([C@@H](C(C)O)O)C)(C)OC